FC1(CCN(CC1)C1=CC=C(C=N1)S(=O)(=O)N1CCC(CC1)N(CC(C)(C)C)C)F 1-((6-(4,4-Difluoropiperidin-1-yl)pyridin-3-yl)sulfonyl)-N-methyl-N-neopentylpiperidin-4-amine